2-(carboxyl-methylthio)ethyl-trimethyl-silane C(=O)(O)CSCC[Si](C)(C)C